FC1=CC(=C(C(=O)O)C=C1F)NC1=C(C=C(C=C1)F)OC 4,5-difluoro-2-((4-fluoro-2-methoxyphenyl)amino)benzoic acid